N1(C=NC=C1)C1=NC(=CC(=C1)N)N1C=NC=C1 2,6-di(1H-imidazol-1-yl)pyridin-4-amine